FC(C1=CC2=C(N=CS2)C=C1)(F)F 6-(trifluoromethyl)-1,3-benzothiazol